2-(4-{[(3S,5S)-5-fluoro-1-methylpiperidin-3-yl]amino}pyrido[3,4-d]pyridazin-1-yl)-5-(trifluoromethyl)phenol formate C(=O)OC1=C(C=CC(=C1)C(F)(F)F)C1=C2C(=C(N=N1)N[C@@H]1CN(C[C@H](C1)F)C)C=NC=C2